BrC1=CC(=C(C(=C1)C)P(C1(CC(=CC(=C1)C(C)C)C(C)C)C(C)C)C1(CC(=CC(=C1)C(C)C)C(C)C)C(C)C)C (4-bromo-2,6-dimethylphenyl)-bis(1,3,5-triisopropylphenyl)phosphine